BrC=1C=C(C2=CN(N=C2C1)CC1=CC=C(C=C1)OC)F 6-bromo-4-fluoro-2-[(4-methoxyphenyl)methyl]indazole